CN1[C@@H](CCC1)COC=1N=C(C2=C(CN(CCC2)C2=CC=CC3=CC=CC=C23)N1)N1C[C@@H](N(CC1)C(C=C)=O)CC#N 2-[(2S)-4-[2-[[(2S)-1-methylpyrrolidin-2-yl]methoxy]-8-(1-naphthyl)-5,6,7,9-tetrahydropyrimido[4,5-c]azepin-4-yl]-1-prop-2-enoyl-piperazin-2-yl]acetonitrile